7-(6-methylpyridin-3-yl)isoquinolin-1-amine CC1=CC=C(C=N1)C1=CC=C2C=CN=C(C2=C1)N